ClC1=C(C=C(C=C1)NC(=O)C=1N=C(SC1)N1C=NC=C1)F N-(4-chloro-3-fluorophenyl)-2-(1H-imidazol-1-yl)thiazole-4-carboxamide